(S)-ethyl 5-chloro-4-(2-((2-cyclopropyl-9-methyl-8-oxo-6,7,8,9-tetrahydrooxazolo[5',4':4,5]benzo[1,2-b][1,4]oxazepin-7-yl) amino) ethyl)-1-(2-fluorobenzyl)-1H-pyrazole-3-carboxylate ClC1=C(C(=NN1CC1=C(C=CC=C1)F)C(=O)OCC)CCN[C@@H]1C(N(C2=C(OC1)C=C1C(=C2)OC(=N1)C1CC1)C)=O